N[C@H]1[C@@H](C1)C1=CC=C(C=C1)NC(C1=CC(=CC=C1)Br)=O trans-N-(4-(2-aminocyclopropyl)phenyl)-3-bromobenzamide